FC=1C=C(C=NC1NC(=N)C=1C=C(C=2N(C1)C=C(N2)C)F)N2CC(N(CC2)C(=O)OC(C)(C)C)(C)C tert-butyl 4-(5-fluoro-6-(8-fluoro-2-methylimidazo[1,2-a]pyridine-6-carboximidamido)pyridin-3-yl)-2,2-dimethylpiperazine-1-carboxylate